C(C)OC(\C=C\C1=NC2=CC=C(C=C2C=C1)Br)=O (E)-3-(6-bromo-quinolin-2-yl)-acrylic acid ethyl ester